NC1=CC(=NN1CC(=O)N1C[C@@]2(CC1)C1=C(NC(O2)=O)C=CC(=C1F)Cl)C1=CC(=C(C=C1)F)F (R)-1'-(2-(5-Amino-3-(3,4-difluorophenyl)-1H-pyrazol-1-yl)acetyl)-6-chloro-5-fluorospiro[benzo[d][1,3]oxazine-4,3'-pyrrolidin]-2(1H)-one